2-({[3-(2H-1,3-benzodioxol-5-yl)-1,2,4-oxadiazol-5-yl]methyl}sulfanyl)-4-methylpyrimidine O1COC2=C1C=CC(=C2)C2=NOC(=N2)CSC2=NC=CC(=N2)C